(2,4-dihydroxy-5-methylphenyl)hexan-1-one OC1=C(C=C(C(=C1)O)C)C(CCCCC)=O